OC1=CC(=C(C=C1C)C(C1=CC(=C(C=C1)O)O)C1=C(C=C(C(=C1)C)O)C)C bis(4-hydroxy-2,5-dimethylphenyl)-3,4-dihydroxyphenylmethane